methylenebis(4-methyl-6-(1-methylcyclohexyl)phenol) C(C1=C(C(=CC(=C1)C)C1(CCCCC1)C)O)C1=C(C(=CC(=C1)C)C1(CCCCC1)C)O